(+/-)-4-[2-(1,3-dimethylpyrazol-4-yl)azepan-1-yl]-6-methyl-pyrimidin-2-amine CN1N=C(C(=C1)[C@@H]1N(CCCCC1)C1=NC(=NC(=C1)C)N)C |r|